bis(tridecyl)pentaerythritol bisphosphite P(O)(O)O.P(O)(O)O.C(CCCCCCCCCCCC)C(O)(C(CO)(CO)CO)CCCCCCCCCCCCC